2-(4-formyl-1H-pyrazol-1-yl)-5-methylpyridine-4-carbonitrile C(=O)C=1C=NN(C1)C1=NC=C(C(=C1)C#N)C